C(C)(C)(C)N1N=C2C(=C1)C(N(C2)[C@H](C(=O)N2CC1(CC2C(=O)N)C(NC2=CC=CC=C21)=O)CC2CC2)=O 1'-((S)-2-(2-(tert-butyl)-4-oxo-2,6-dihydropyrrolo[3,4-c]pyrazol-5(4H)-yl)-3-cyclopropylpropionyl)-2-oxospiro[indole-3,3'-pyrrolidine]-5'-carboxamide